tetrahydro-6H,7H-chromeno[3,4-b]pyrrolizin C1C2=C(CCC1)OCC=1CC3=CC=CN3C12